6-methyl-4-[(1-methylcyclopropyl)amino]-N-(pyrimidin-4-ylmethyl)furo[2,3-d]pyrimidine-5-carboxamide CC1=C(C2=C(N=CN=C2NC2(CC2)C)O1)C(=O)NCC1=NC=NC=C1